FC1=C(C=C(C=C1)C=1C=C2CC(C(C2=CC1)NC(O[C@@H]1CN2CCC1CC2)=O)(C)C)OC (S)-quinuclidin-3-yl (5-(4-fluoro-3-methoxyphenyl)-2,2-dimethyl-2,3-dihydro-1H-inden-1-yl)carbamat